C1(=CC=CC=C1)C1CCN(CC1)C1=CC=NC=2N1C1=C(N2)C=CC=C1 4-(4-phenylpiperidin-1-yl)benzo[4,5]imidazo[1,2-a]pyrimidine